ClC=1C=C2C=NC(=NC2=CC1I)N 6-chloro-7-iodoquinazolin-2-amine